N-(2,2-Dicyclopropyl-1-{5-[4,4-difluoro-1-(3-fluorobicyclo[1.1.1]pentane-1-carbonyl)-piperidin-2-yl]-1H-imidazo[4,5-b]pyridin-2-yl}ethyl)-1-(trifluoromethyl)cyclopropane-carboxamide C1(CC1)C(C(C=1NC=2C(=NC(=CC2)C2N(CCC(C2)(F)F)C(=O)C23CC(C2)(C3)F)N1)NC(=O)C1(CC1)C(F)(F)F)C1CC1